1-(2,4-difluoro-6-nitro-phenyl)-4,4-dimethyl-piperidine FC1=C(C(=CC(=C1)F)[N+](=O)[O-])N1CCC(CC1)(C)C